NCCCC[C@@H](C(=O)OC(C)(C)C)NC(N[C@H](C(=O)OC(C)(C)C)CCC(=O)OC(C)(C)C)=O (S)-di-tert-butyl 2-(3-((S)-6-amino-1-tert-butoxy-1-oxohexane-2-yl)ureido)pentanedioate